1H-imidazo[4,5-d]thiophene N1C=NC2=C1C=CS2